C1(CC1)COC=1C=C(C(=O)O)C=CC1NS(=O)(=O)C 3-cyclopropylmethoxy-4-[(methylsulfonyl)-amino]-benzoic acid